2,6-Dichloro-N-((1-hydroxycyclopropyl)methyl)-5-methylpyridine-3-sulfonamide ClC1=NC(=C(C=C1S(=O)(=O)NCC1(CC1)O)C)Cl